(R)-1-(6-(3-((5-chloropyrimidin-2-yl)amino)pyrrolidine-1-carbonyl)-3,4-dihydroisoquinolin-2(1H)-yl)prop-2-en-1-one ClC=1C=NC(=NC1)N[C@H]1CN(CC1)C(=O)C=1C=C2CCN(CC2=CC1)C(C=C)=O